C(NC(=O)C=1N=NC(=CC1NC1=NC=CC=2C=3C([C@H](N(C12)C)C)=NN(N3)C)NC(=O)NC)([2H])([2H])[2H] (R)-N-(methyl-d3)-6-(3-methylureido)-4-((2,4,5-trimethyl-4,5-dihydro-2H-[1,2,3]triazolo[4,5-c][1,7]naphthyridin-6-yl)amino)pyridazine-3-carboxamide